C(C)(C)(C)OC(=O)NCC1CCC(CC1)C(=O)O 4-(((tert-butoxycarbonyl)amino)methyl)cyclohexane-1-carboxylic acid